3-{4-[(4-methoxy-3-methylphenyl)sulfamoyl]phenyl}-1-(pyridin-3-ylmethyl)urea COC1=C(C=C(C=C1)NS(=O)(=O)C1=CC=C(C=C1)NC(NCC=1C=NC=CC1)=O)C